6-methoxy-4-methyl-pyridin-3-amine COC1=CC(=C(C=N1)N)C